CN1C(N(C2=C1C=CC(=C2)S(=O)(=O)NC2(CC2)C)C2=NC=NS2)=O 1-methyl-N-(1-methylcyclopropyl)-2-oxo-3-(1,2,4-thiadiazol-5-yl)benzimidazole-5-sulfonamide